6-methoxyspiro[chroman-2,4'-piperidin]-7-carboxamide COC=1C=C2CCC3(CCNCC3)OC2=CC1C(=O)N